FC=1C=C(C=NC1)C=1OC2=C(C=C(C=C2C(C1C)=O)C)[C@@H](C)NC=1C(=NC=CC1)C#N 3-[[(1R)-1-[2-(5-Fluoro-3-pyridyl)-3,6-dimethyl-4-oxo-chromen-8-yl]ethyl]amino]pyridine-2-carbonitrile